C(C)(=O)\C(=C(\C)/O)\C=1C=NN2C1C=C(C=C2)N2N=CC(=C2)C(=O)OCC ethyl 1-[3-[(Z)-1-acetyl-2-hydroxy-prop-1-enyl]pyrazolo[1,5-a]pyridin-5-yl]pyrazole-4-carboxylate